C(C)(C)C1=NN(C(C2=CC=C(C=C12)C(F)(F)F)=O)CC(=O)O 2-(4-isopropyl-1-oxo-6-(trifluoromethyl)phthalazin-2(1H)-yl)acetic acid